Natrium Naphthalinsulfonate C1(=CC=CC2=CC=CC=C12)S(=O)(=O)[O-].[Na+]